ClC1=C(C=CC=C1)C1(CCOCC1)C(=O)O 4-(2-chlorophenyl)tetrahydro-2H-pyran-4-carboxylic acid